tert-butyl ((endo)-8-(3-bromo-4-cyano-1H-pyrazolo[3,4-d]pyrimidin-6-yl)-8-azabicyclo[3.2.1]octan-3-yl)carbamate BrC1=NNC2=NC(=NC(=C21)C#N)N2C1CC(CC2CC1)NC(OC(C)(C)C)=O